(5-bromo-7-((3aS,4S,6R,6aS)-6-(((tert-butyldimethylsilyl)oxy)methyl)-6-cyano-2,2-dimethyltetrahydrofuro[3,4-d][1,3]dioxol-4-yl)pyrrolo[2,1-f][1,2,4]triazin-4-yl)acetamide BrC=1C=C(N2N=CN=C(C21)CC(=O)N)[C@@H]2O[C@]([C@H]1OC(O[C@H]12)(C)C)(C#N)CO[Si](C)(C)C(C)(C)C